N-(2-aminoethyl)3-aminopropyltriethoxysilane NCCNCCC[Si](OCC)(OCC)OCC